tert-butyl (S)-3-((dimethylamino)methyl)piperidine-1-carboxylate CN(C)C[C@H]1CN(CCC1)C(=O)OC(C)(C)C